C(C)(C)OC1=CN=C(C=C1C(=O)N)C1=NSC(=N1)NC1=NC=C(C=C1C(F)(F)F)C 5-isopropoxy-2-(5-(5-methyl-3-(trifluoro-methyl)pyridin-2-ylamino)-1,2,4-thiadiazol-3-yl)isonicotinamide